C(C)OC1=C(C=C2CCN(C(C2=C1)CCC1=CNC2=C(C=CC=C12)OC)C(=O)N1CCOCC1)OC (7-ethoxy-6-methoxy-1-(2-(7-methoxy-1H-indol-3-yl)ethyl)-3,4-dihydroisoquinolin-2(1H)-yl)(morpholinyl)methanone